C(C)(=O)N1CC(CC(C1)(F)F)C1=NN=C(O1)C=1C(=CC2=C(N(C([C@H](CS2(=O)=O)N)=O)CC2=CC=C(C=C2)Cl)C1)F (3R)-7-[5-(1-acetyl-5,5-difluoro-3-piperidyl)-1,3,4-oxadiazol-2-yl]-3-amino-5-[(4-chlorophenyl)methyl]-8-fluoro-1,1-dioxo-2,3-dihydro-1λ6,5-benzothiazepin-4-one